(E)-2-(3-bromo-2,4-bis(methoxymethoxy)phenylvinyl)-5-methylbenzo[d]thiazol-6-amine BrC=1C(=C(C=CC1OCOC)/C=C/C=1SC2=C(N1)C=C(C(=C2)N)C)OCOC